C1(=CC(=CC=C1)C(=O)F)C1=CC(=CC=C1)C(=O)F biphenyl-3,3'-dicarboxylic acid difluoride